4-hydroxy-4'-vinylbiphenyl OC1=CC=C(C=C1)C1=CC=C(C=C1)C=C